ClC1=C(C=CC(=C1)B1OC(C(O1)(C)C)(C)C)N=S1(CCCC1)=O 1-((2-chloro-4-(4,4,5,5-tetramethyl-1,3,2-dioxaborolan-2-yl)phenyl)imino)tetrahydro-1H-1λ6-thiophene-1-oxide